1-[[6-[5-(trifluoromethyl)-1,2,4-oxadiazol-3-yl]-3-pyridyl]methyl]-1,2,4-triazole-3-carbonitrile FC(C1=NC(=NO1)C1=CC=C(C=N1)CN1N=C(N=C1)C#N)(F)F